N,N,4-trimethylnaphthalen-1-amine CN(C1=CC=C(C2=CC=CC=C12)C)C